tri(tetramethyl-hydroxypiperidinol) citrate C(CC(O)(C(=O)O)CC(=O)O)(=O)O.CC1C(C(N(CC1)O)(O)C)(C)C.CC1C(C(N(CC1)O)(O)C)(C)C.CC1C(C(N(CC1)O)(O)C)(C)C